C(C)(C)(C)C1=CC=C(C=C1)N(C1=CC=C(C=C1)C1=C2CC(C=3C=CC=C(C=C1)C32)C=3C=CC=C(C3C(=O)O)O)C3=CC=C(C=C3)C(C)(C)C 3-(4-(bis(4-(tert-butyl)phenyl)amino)phenyl)acenaphthenesalicylic acid